FC=1C(=C(C(=NC1)C(C)C)NC(=O)N=[S@](=O)(N)C=1SC=C(N1)C(C)(C)O)C(C)C (R)-N'-((5-fluoro-2,4-diisopropylpyridin-3-yl)carbamoyl)-4-(2-hydroxypropan-2-yl)thiazole-2-sulfonimidamide